bisdodecylthioquaterthiophene C(CCCCCCCCCCC)SC=1C(=C(SC1)C=1SC=CC1C=1SC=CC1C=1SC=CC1)SCCCCCCCCCCCC